(R)-1-(2-(3-(ethoxymethyl)-1-(1-(6-methylpyridin-3-yl)cyclopropyl)pyrrolidin-3-yl)ethyl)-1H-benzo[d]imidazol-2(3H)-one C(C)OC[C@@]1(CN(CC1)C1(CC1)C=1C=NC(=CC1)C)CCN1C(NC2=C1C=CC=C2)=O